C(C)N1N=C(C(=C1)C1=C(C=CC=C1C)I)C(F)(F)F 1-ethyl-4-(2-iodo-6-methylphenyl)-3-(trifluoromethyl)-1H-pyrazole